C(CCCCCCCCCCC\C=C/CC)CC(=O)O.ClC1=CC=C(S1)C1(CNCCO1)[2H] 2-(5-chlorothien-2-yl)morpholine-2-d (Z)-13-hexadecenyl-acetate